NCCC=1C=C(C=CC1)[C@@H]1[C@H]([C@H]([C@@H](C1)N1C=CC2=C1N=CN=C2N)O)O (1s,2R,3R,5R)-3-[3-(2-Aminoethyl)phenyl]-5-{4-aminopyrrolo[2,3-d]pyrimidin-7-yl}cyclopentane-1,2-diol